tert-Butyl 4-((2S,3R,4R)-1-acetyl-4-((4-cyanophenyl)amino)-2,3-dimethyl-1,2,3,4-tetrahydroquinolin-6-yl)piperazine-1-carboxylate C(C)(=O)N1[C@H]([C@@H]([C@H](C2=CC(=CC=C12)N1CCN(CC1)C(=O)OC(C)(C)C)NC1=CC=C(C=C1)C#N)C)C